NC=1C=2N(C3=CC(=C(C=C3N1)F)C(=O)N1[C@@H]3[C@H](CC(C1)(C)C)OC1=NC(=CC=C13)C(F)(F)F)C=NC2 |r| Rac-(4-amino-7-fluoroimidazo[1,5-a]quinoxalin-8-yl)((4aS,9bS)-3,3-dimethyl-7-(trifluoromethyl)-3,4,4a,9b-tetrahydrofuro[2,3-b:4,5-b']dipyridin-1(2H)-yl)methanone